1-carboxyl-4-(trans-4-heptyl-cyclohexyl)benzene C(=O)(O)C1=CC=C(C=C1)[C@@H]1CC[C@H](CC1)CCCCCCC